COC=1C=C(C=NC1OC)C1=C(C(=NC(=N1)N1CCOCC1)NC1=CC=NC=C1)OC 6-(5,6-dimethoxypyridin-3-yl)-5-methoxy-2-morpholino-N-(pyridin-4-yl)pyrimidin-4-amine